CC1=CC=C(C=C1)S(=O)(=O)O.C(CCC)CN(C)C butyltrimethylamine p-toluenesulfonate